(3,3-dimethylcyclohexyl)ethyl acetate C(C)(=O)OCCC1CC(CCC1)(C)C